6-[7-(4-fluoro-2-methoxy-phenyl)-6-(trifluoromethyl-sulfonyloxy)thieno[3,2-c]pyridin-4-yl]-3,4-dihydro-1H-isoquinoline-2-carboxylic acid tert-butyl ester C(C)(C)(C)OC(=O)N1CC2=CC=C(C=C2CC1)C1=NC(=C(C2=C1C=CS2)C2=C(C=C(C=C2)F)OC)OS(=O)(=O)C(F)(F)F